2-carboxyethyl-3-cyano-5-methylhexanoate C(=O)(O)CCOC(CC(CC(C)C)C#N)=O